NC1=CC(=C(C(=N1)[C@@H]1[C@H](CC=2C(=NC=NC2C1)N1CCN(CC1)C(C=C)=O)C)C(F)(F)F)C 1-[4-[(6S,7S)-7-[6-amino-4-methyl-3-(trifluoromethyl)-2-pyridinyl]-6-methyl-5,6,7,8-tetrahydroquinazolin-4-yl]Piperazin-1-yl]Prop-2-en-1-one